BrC1=CC(=C(C=C1)OCC)I 4-bromo-1-ethoxy-2-iodobenzene